(R)-3-(3,4-difluorophenyl)-N-(3-fluoro-4-((3-((1-hydroxypropan-2-yl)amino)-1H-pyrazolo[3,4-b]pyridin-4-yl)oxy)phenyl)-1-isopropyl-2,4-dioxo-1,2,3,4-tetrahydropyrimidine-5-carboxamide FC=1C=C(C=CC1F)N1C(N(C=C(C1=O)C(=O)NC1=CC(=C(C=C1)OC1=C2C(=NC=C1)NN=C2N[C@@H](CO)C)F)C(C)C)=O